(1S,3R)-2-(bicyclo[1.1.1]pentan-1-yl)-1-(5-(((S)-1-(3-fluoropropyl)pyrrolidin-3-yl)oxy)pyridin-2-yl)-3-methyl-2,3,4,9-tetrahydro-1H-pyrido[3,4-b]indole C12(CC(C1)C2)N2[C@@H](C=1NC3=CC=CC=C3C1C[C@H]2C)C2=NC=C(C=C2)O[C@@H]2CN(CC2)CCCF